((isoquinolin-8-ylmethyl)amino)-1H-pyrrole-2-carboxylic acid ethyl ester C(C)OC(=O)C=1N(C=CC1)NCC=1C=CC=C2C=CN=CC12